N1CC2(C=3C1=NC=C(C3)C=3C(=C(C(=O)N1[C@@H](CCC1)C#N)C=CC3)F)CC2 (S)-1-(3-(1',2'-dihydrospiro[cyclopropane-1,3'-pyrrolo[2,3-b]pyridin]-5'-yl)-2-fluorobenzoyl)pyrrolidine-2-carbonitrile